2-(diisopropylamino)ethanethiol C(C)(C)N(CCS)C(C)C